(2S,4R)-N-[(S) or (R)-{4-[(2R) or (2S)-butan-2-yl]-3-fluorophenyl}(phenyl)methyl]-4-fluoro-1-(2-(1H-1,2,3-triazol-5-yl)acetyl)pyrrolidine-2-carboxamide C[C@H](CC)C1=C(C=C(C=C1)[C@@H](NC(=O)[C@H]1N(C[C@@H](C1)F)C(CC1=CN=NN1)=O)C1=CC=CC=C1)F |o1:1,10|